CN(C(=O)C1[C@H]2CN(C[C@@H]12)C1=NC2=C(C=C(C=C2C(N1C)=O)C)C(C)NC1=C(C(=O)O)C=CC=C1)C 2-((1-(2-((1R,5S,6R)-6-(dimethylcarbamoyl)-3-azabicyclo[3.1.0]hexan-3-yl)-3,6-dimethyl-4-oxo-3,4-dihydroquinazolin-8-yl)ethyl)amino)benzoic acid